BrC1=CC(=C(NCC(=O)NC(C)C)C=C1)OC 2-(4-bromo-2-methoxy-anilino)-N-isopropyl-acetylAmine